N=1N=C(NC1)[C@@H]1CN(CC1)C(=O)N1CC2(C1)CCC(CC2)NC2=NC=C(C=C2)C(F)(F)F [(3S)-3-(4H-1,2,4-Triazol-3-yl)pyrrolidin-1-yl]-[7-[[5-(trifluoromethyl)-2-pyridyl]amino]-2-azaspiro[3.5]nonan-2-yl]methanone